Dimethyl-cyclobutane CC1(CCC1)C